C(C)(C)(C)N(C(O)=O)CCOCCOCCOCCOCC=1N=NN(C1)CCOCCOCCO.C(C=C)C1=CC(=C(C=C1)O[Si](CC)(CC)CC)O[Si](CC)(CC)CC 4-allyl-1,2-bis(triethylsilyloxy)benzene tert-butyl-(1-(1-(2-(2-(2-hydroxyethoxy)ethoxy)ethyl)-1H-1,2,3-triazol-4-yl)-2,5,8,11-tetraoxatridecan-13-yl)carbamate